O[C@@H]([C@@H](C(=O)NO)NC(C1=CC=C(C=C1)C#CC1=CC=C(C=C1)C1=CC=NN1C)=O)C N-((2S,3R)-3-hydroxy-1-(hydroxyamino)-1-oxobutan-2-yl)-4-((4-(1-methyl-1H-pyrazol-5-yl)phenyl)ethynyl)benzamide